1-((1-((1-butoxyprop-2-yl)oxy)propan-2-yl)oxy)butane C(CCC)OCC(C)OCC(C)OCCCC